(3R)-1-(6-chloro-7-(8-ethyl-7-fluoro-3-(methoxymethoxy)naphthalene-1-yl)-8-fluoro-2-(((S,E)-4-(fluoromethylene)-1,3-dimethylpiperidin-3-yl)methoxy)quinazolin-4-yl)-3-methylpiperidin ClC=1C=C2C(=NC(=NC2=C(C1C1=CC(=CC2=CC=C(C(=C12)CC)F)OCOC)F)OC[C@@]/1(CN(CC\C1=C/F)C)C)N1C[C@@H](CCC1)C